N1(CCCC=C1)B(O)O tetrahydropyridinyl-boronic acid